BrC=1C=CC(=C(C1)CC(C(=O)O)NC(=O)OC(C)(C)C)Cl 3-(5-bromo-2-chloro-phenyl)-2-(tert-butoxy-carbonylamino)propanoic acid